2-benzyl-2-(((2r,3r,4r,5r)-3,4-diacetoxy-5-(6-(bis(tert-butoxycarbonyl)amino)-2-chloro-9H-purin-9-yl)-3-ethynyltetrahydrofuran-2-yl)methoxy)-malonic acid diethyl ester C(C)OC(C(C(=O)OCC)(OC[C@H]1O[C@H]([C@@H]([C@]1(C#C)OC(C)=O)OC(C)=O)N1C2=NC(=NC(=C2N=C1)N(C(=O)OC(C)(C)C)C(=O)OC(C)(C)C)Cl)CC1=CC=CC=C1)=O